3-methyl-4-oxo-2,3-dihydro-1-benzopyran-7-carboxylic acid CC1COC2=C(C1=O)C=CC(=C2)C(=O)O